2-methoxy-4-(1,1,1-trifluoro-2-morpholinopropan-2-yl)aniline COC1=C(N)C=CC(=C1)C(C(F)(F)F)(C)N1CCOCC1